C(C)(C)(C)OC(=O)N1CCN(CC1)C1=CC=C(C=C1)O[C@H]1C(NC(CC1)=O)=O |r| 4-[4-[[(3RS)-2,6-dioxo-3-piperidinyl]oxy]phenyl]piperazine-1-carboxylic acid tert-butyl ester